O[C@H]([C@@H](CNC(C1=CC(=CC=C1)O)=O)O)[C@H]1[C@@H]([C@H](C[C@@](O1)(C(=O)O)OCCOCCOCC#C)O)NC(CO)=O (2R,4S,5R,6R)-6-((1R,2R)-1,2-dihydroxy-3-(3-hydroxybenzamido)propyl)-4-hydroxy-5-(2-hydroxyacetamido)-2-(2-(2-(prop-2-yn-1-yloxy)ethoxy)ethoxy)tetrahydro-2H-pyran-2-carboxylic acid